FC(C=1C(=CC2=CN(N=C2C1)C1CCC(CC1)C=O)C=1C(=NC(=CC1)C(F)(F)F)C(=O)N)F [6-(difluoromethyl)-2-(4-formylcyclohexyl)indazol-5-yl]6-(trifluoromethyl)pyridine-2-carboxamide